1-(4-methoxybenzyl)-7-(1H-pyrazol-3-yl)-1H-imidazo[4,5-d]thieno[3,2-b]pyridin-4-amine COC1=CC=C(CN2C=NC=3C2=C2C(=NC3N)C=C(S2)C2=NNC=C2)C=C1